ClC1=C(C=C(N=N1)NC1CN(CCC1)C(=O)[O-])C(F)(F)F 3-[[6-chloro-5-(trifluoromethyl)pyridazin-3-yl]amino]piperidine-1-carboxylate